FC1=C(C=CC(=C1)F)N1CCN(CC1)C1=NC=NC2=CC=C(C=C12)C1=CC(=NC=C1)N 4-(4-(4-(2,4-difluorophenyl)piperazin-1-yl)quinazolin-6-yl)pyridin-2-amine